4-(chloromethyl)-3-(2-fluoro-3-((N-methylsulfamoyl) amino) benzyl)-5-methoxy-2-oxo-2H-benzopyran-7-yl dimethylcarbamate CN(C(OC1=CC2=C(C(=C(C(O2)=O)CC2=C(C(=CC=C2)NS(NC)(=O)=O)F)CCl)C(=C1)OC)=O)C